(S)-4-(1-((2,6-dioxo-1-(3,4,5-trifluorophenyl)-1,2,3,6-tetrahydropyrimidin-4-yl)amino)ethyl)benzonitrile O=C1N(C(C=C(N1)N[C@@H](C)C1=CC=C(C#N)C=C1)=O)C1=CC(=C(C(=C1)F)F)F